(2-(6-(2-ethyl-5-fluoro-4-hydroxyphenyl)-1H-indazol-3-yl)pyrrolo[3,4-d]imidazol-5(1H,4H,6H)-yl)(5-(4-methylpiperazin-1-yl)pyrazin-2-yl)ketone C(C)C1=C(C=C(C(=C1)O)F)C1=CC=C2C(=NNC2=C1)C1=NC2=C(N1)CN(C2)C=2C(=NC=C(N2)N2CCN(CC2)C)C(=O)C2=NC=C(N=C2N2CC=1NC(=NC1C2)C2=NNC1=CC(=CC=C21)C2=C(C=C(C(=C2)F)O)CC)N2CCN(CC2)C